(E)-1-(Benzylthio)-1-(trimethylsilyl)oct-1-en-3-one C(C1=CC=CC=C1)S\C(=C\C(CCCCC)=O)\[Si](C)(C)C